CSC=1NC(C2=C(N1)NC(CC2C2=CC(=C(C=C2)OC)O)=O)=O 2-methylthio-5-(3-hydroxy-4-methoxyphenyl)-5,6-dihydropyrido[2,3-d]pyrimidine-4,7(3H,8H)-dione